2-chloro-5-methoxy-1H-benzo[d]imidazole ClC1=NC2=C(N1)C=CC(=C2)OC